anthraniloyl-L-Lysine C(C=1C(N)=CC=CC1)(=O)N[C@@H](CCCCN)C(=O)O